propyl-phenazineacryloyloxyheptyltrihydroxysilane C(CC)O[Si](O)(O)CCCCCCCOC(C=CC1=CC=CC2=NC3=CC=CC=C3N=C12)=O